N=1C=NN2C1C=C(C=C2)OC2=C(C(=C(C=C2)NC=2C1=C(N=CN2)C=CC(=N1)SC1CN(C1)C(C=C)=O)F)C 1-(3-((4-((4-([1,2,4]triazolo[1,5-a]pyridin-7-yloxy)-2-fluoro-3-methylphenyl)amino)pyrido[3,2-d]pyrimidin-6-yl)thio)azetidin-1-yl)prop-2-en-1-one